3-(5-{[(2R,3S,7Z)-3-{[4-fluoro-3-(trifluoromethyl)phenyl]carbamoyl}-7-(2,2,2-trifluoroethylidene)bicyclo[2.2.1]heptan-2-yl]carbamoyl}-4,5-dihydro-1,2-oxazol-3-yl)benzoic acid FC1=C(C=C(C=C1)NC(=O)[C@@H]1[C@@H](C\2CCC1/C2=C/C(F)(F)F)NC(=O)C2CC(=NO2)C=2C=C(C(=O)O)C=CC2)C(F)(F)F